C1(CC1)C([C@@H](C(=O)OC)NC(=O)C=1N(N=CC1)CCSC)C1CC1 methyl (2S)-3,3-dicyclopropyl-2-[[2-(2-methylsulfanylethyl)pyrazole-3-carbonyl]amino]propanoate